N-(3-(1-methyl-1H-imidazol-4-yl)-1-(4-(trifluoromethyl)phenyl)-1H-pyrrolo[2,3-b]pyridin-5-yl)acrylamide CN1C=NC(=C1)C1=CN(C2=NC=C(C=C21)NC(C=C)=O)C2=CC=C(C=C2)C(F)(F)F